ClC1=NNC2=NC(=C(C(=C21)C2=C1N(N=C2C2=NC=C(C=C2)F)CCC1)F)C 3-Chloro-5-fluoro-4-(2-(5-fluoropyridin-2-yl)-5,6-dihydro-4H-pyrrolo[1,2-b]pyrazol-3-yl)-6-methyl-1H-pyrazolo[3,4-b]pyridine